The molecule is a 3-hydroxyacyl-CoA where the S-acyl group is specified as (S)-carnitinyl. It is a 3-hydroxy fatty acyl-CoA and an ammonium betaine. It is a conjugate acid of a (S)-carnitinyl-CoA(3-). CC(C)(COP(=O)([O-])OP(=O)(O)OC[C@@H]1[C@H]([C@H]([C@@H](O1)N2C=NC3=C(N=CN=C32)N)O)OP(=O)(O)O)[C@H](C(=O)NCCC(=O)NCCSC(=O)C[C@@H](C[N+](C)(C)C)O)O